7-[[5-(4-hydroxy-1-piperidyl)-2-pyridyl]amino]-4-(1H-pyrrolo[2,3-b]pyridin-4-yl)-2,3-dihydropyrrolo[3,4-c]pyridin-1-one OC1CCN(CC1)C=1C=CC(=NC1)NC=1C2=C(C(=NC1)C1=C3C(=NC=C1)NC=C3)CNC2=O